ClC1=NC2=C3C(=CC=C2C=N1)ON=C3C(C)C 2-chloro-9-isopropyl-isoxazolo[5,4-H]quinazoline